COC1=C(C=C(C=C1)Cl)C(=O)NCCC2=CC=C(C=C2)S(=O)(=O)NC(=O)NC3CCCCC3 The molecule is an N-sulfonylurea that is acetohexamide in which the acetyl group is replaced by a 2-(5-chloro-2-methoxybenzamido)ethyl group. It has a role as a hypoglycemic agent, an anti-arrhythmia drug, an EC 2.7.1.33 (pantothenate kinase) inhibitor and an EC 3.6.3.49 (channel-conductance-controlling ATPase) inhibitor. It is a N-sulfonylurea and a member of monochlorobenzenes.